C(C=C)(=O)N1C[C@H](CC1)N1N=C(C(=C1NCCCN1CCOCC1)C(=O)N)C#CC1=CC(=CC(=C1)OC)OC (S)-1-(1-acryloylpyrrolidin-3-yl)-3-((3,5-dimethoxyphenyl)ethynyl)-5-((3-morpholinopropyl)amino)-1H-pyrazole-4-carboxamide